BrC1=CC(=C(C=C1C)N(C(C#CC)=O)C1=NC=C(C=C1)C)C1CC1 N-(4-bromo-2-cyclopropyl-5-methylphenyl)-N-(5-methylpyridin-2-yl)but-2-ynamide